[C@@H]12OC[C@@](CC1)(C2)N2N=C1N=C(C(=CC1=C2)C(=O)O)OC2CC2 2-((1R,4R)-2-oxabicyclo[2.2.1]hept-4-yl)-6-cyclopropoxy-2H-pyrazolo[3,4-b]pyridine-5-carboxylic acid